1-(6-chloropyridin-3-yl)phosphane 1-oxide ClC1=CC=C(C=N1)[PH2]=O